O(CCC(C(=O)N)C[N+](=O)[O-])CCC(C(=O)N)C[N+](=O)[O-] N'-(oxybis(ethane-2,1-diyl))bis(3-nitropropionamide)